1-(3-hydroxy-2-{[(7-{[5-methyl-2-(prop-1-en-2-yl)hex-4-en-1-yl]oxy}-7-oxoheptanoyl)oxy]methyl} propyl) 7-[5-methyl-2-(prop-1-en-2-yl)hex-4-en-1-yl] heptanedioate C(CCCCCC(=O)OCC(CC=C(C)C)C(=C)C)(=O)OCC(CO)COC(CCCCCC(=O)OCC(CC=C(C)C)C(=C)C)=O